1,6-dimethyl-4-(1-(3-phenoxybenzyl)piperidin-4-yl)-1,4-dihydropyrido[2,3-b]pyrazine CN1C2=C(N(C=C1)C1CCN(CC1)CC1=CC(=CC=C1)OC1=CC=CC=C1)N=C(C=C2)C